tert-butyl (R)-4-((4-methyl-3-((1-(naphthalen-1-yl)ethyl)carbamoyl)phenyl)carbamoyl)piperidine-1-carboxylate CC1=C(C=C(C=C1)NC(=O)C1CCN(CC1)C(=O)OC(C)(C)C)C(N[C@H](C)C1=CC=CC2=CC=CC=C12)=O